C(C(C)C)(=O)OC=1C(=NC=CC1OC)C(N[C@@H](C)C1=NOC(=N1)C1=CC(=CC=C1)CC)=O (S)-2-((1-(5-(3-ethylphenyl)-1,2,4-oxadiazol-3-yl)ethyl)carbamoyl)-4-methoxypyridin-3-yl isobutyrate